2-bromo-1-fluoro-4-(methoxymethoxy)benzene BrC1=C(C=CC(=C1)OCOC)F